N-[6-[3-(1H-indazol-5-ylamino)indazol-1-yl]-2-pyridyl]-1H-imidazole-4-carboxamide N1N=CC2=CC(=CC=C12)NC1=NN(C2=CC=CC=C12)C1=CC=CC(=N1)NC(=O)C=1N=CNC1